C[Si](C(CCCCCCCN(CC)CC)[SiH2]CNCCC[Si](OCC)(OCC)C)(OCC)OCC 1-methyldiethoxysilyl-8-(diethylamino)(methyldiethoxysilylpropylamino)methylsilyloctane